(1-(2-Aminopyrimidin-4-yl)-3-(3-phenylpropyl)piperidin-3-yl)methanol NC1=NC=CC(=N1)N1CC(CCC1)(CCCC1=CC=CC=C1)CO